COC1=CC=CC(=N1)N1C(=CC2=CC=CC=C12)C1=CC=CC=C1 1-(6-methoxypyridin-2-yl)-2-phenyl-1H-indole